[1-carboxy-2-(2-sulfanylidene-1,3-dihydroimidazol-4-yl)ethyl]-trimethylazanium C(=O)(O)C(CC=1NC(NC1)=S)[N+](C)(C)C